2,2'-azobis(1-imino-1-pyrrolidino-2-ethylpropane)-dihydrochloride Cl.Cl.N(=NC(C(=N)N1CCCC1)(C)CC)C(C(N1CCCC1)=N)(C)CC